1-(5-fluoro-1H-indole-3-yl)hexane-2-amine FC=1C=C2C(=CNC2=CC1)CC(CCCC)N